N-(4-(7-cyano-4-(morpholine-4-carbonyl)quinolin-2-yl)benzyl)acetamide C(#N)C1=CC=C2C(=CC(=NC2=C1)C1=CC=C(CNC(C)=O)C=C1)C(=O)N1CCOCC1